C(C1=CC=CC=C1)OC1=CC=C(C=N1)S(=O)(=O)N1[C@H](C2CC[C@H](C1)N2C(=O)OCCOC)C(NOC2OCCCC2)=O 2-methoxyethyl (2R,5R)-3-((6-(benzyloxy)pyridin-3-yl)sulfonyl)-2-(((tetrahydro-2H-pyran-2-yl)oxy)carbamoyl)-3,8-diazabicyclo[3.2.1]octane-8-carboxylate